2-((3,4-dihydroisoquinolin-2(1H)-yl)methyl)-5-((7-(pyrimidin-2-yl)-7-azaspiro[3.5]non-2-yl)methoxy)-4H-pyran-4-one C1N(CCC2=CC=CC=C12)CC=1OC=C(C(C1)=O)OCC1CC2(C1)CCN(CC2)C2=NC=CC=N2